benzyl 2-benzyloxy-2-[3-[tert-butyl(diphenyl)silyl]oxypropoxymethyl]-3,3,3-trifluoro-propanoate C(C1=CC=CC=C1)OC(C(=O)OCC1=CC=CC=C1)(C(F)(F)F)COCCCO[Si](C1=CC=CC=C1)(C1=CC=CC=C1)C(C)(C)C